Benzyl (5-(3-chloro-6,7,8,9-tetrahydro-5H-pyrido[3',4':4,5]pyrrolo[2,3-c]pyridazin-5-yl)pentyl)carbamate ClC1=CC2=C(N=N1)NC1=C2C(NCC1)CCCCCNC(OCC1=CC=CC=C1)=O